N[C@@H](C(=O)O)CC1=COC2=C1C=CC=C2 (R)-2-amino-3-(benzofuran-3-yl)propionic acid